(S)-2-amino-5-(4-(2-(3,5-difluorophenyl)-2-hydroxyacetamido)-2-methylphenyl)-N-(oxetan-3-yl)nicotinamide NC1=C(C(=O)NC2COC2)C=C(C=N1)C1=C(C=C(C=C1)NC([C@@H](O)C1=CC(=CC(=C1)F)F)=O)C